N-[4-[4-chloro-2-(3,3-difluorocyclobutanecarbonyl)phenyl]-6-(2,2-difluoroethoxy)pyridin-2-yl]-1-cyclopropyl-5-[[[(2S)-2-methoxypropyl]amino]methyl]-2-oxopyridine-3-carboxamide ClC1=CC(=C(C=C1)C1=CC(=NC(=C1)OCC(F)F)NC(=O)C=1C(N(C=C(C1)CNC[C@H](C)OC)C1CC1)=O)C(=O)C1CC(C1)(F)F